(6-bromo-7-fluoro-2-((4-methoxybenzyl)amino)quinolin-3-yl)methanol BrC=1C=C2C=C(C(=NC2=CC1F)NCC1=CC=C(C=C1)OC)CO